2-[2-(4-methoxyphenyl)-1,3-dioxan-4-yl]ethan-1-ol COC1=CC=C(C=C1)C1OCCC(O1)CCO